FC=1C(=NC(=CC1)NC1=NNC(=C1)C)CC1(C[C@H](N(CC1)CC1=C(C=CC=C1)F)C)C(=O)O (2R)-4-((3-fluoro-6-((5-methyl-1H-pyrazol-3-yl)amino)pyridin-2-yl)methyl)-1-(2-fluorobenzyl)-2-methylpiperidine-4-carboxylic acid